3-(3-(4-(Chloromethyl)phenyl)-5-(5-fluoropyrimidin-2-yl)-3H-imidazo[4,5-b]pyridin-2-yl)pyridin-2-amine ClCC1=CC=C(C=C1)N1C(=NC=2C1=NC(=CC2)C2=NC=C(C=N2)F)C=2C(=NC=CC2)N